BrC1=CC(=C2N(C1=O)C1(CN(CCN(C1)S(=O)(=O)C1=CC=C(C)C=C1)S(=O)(=O)C1=CC=C(C)C=C1)NC2=O)Cl 6-bromo-8-chloro-1',4'-ditosyl-2H-spiro[imidazo[1,5-a]pyridine-3,6'-[1,4]diazepane]-1,5-dione